2-[9-[3-(tert-butoxycarbonylamino) cyclobutyl]-1,9-diazatricyclo[6.3.1.04,12]dodeca-2,4(12),5,7-tetraen-2-yl]-7-methoxy-1-methyl-benzimidazole-5-carboxylate C(C)(C)(C)OC(=O)NC1CC(C1)N1C2=CC=CC=3C=C(N(CC1)C32)C3=NC2=C(N3C)C(=CC(=C2)C(=O)[O-])OC